1,3,5-triisocyanatophenyl-benzene N(=C=O)C1(CC(=CC(=C1)N=C=O)N=C=O)C1=CC=CC=C1